C1OCC12CCN(CC2)C2CCC(CC2)NC=2C=1C=C(N(C1C=CC2)CC(F)(F)F)C#CCNC2=C(C=C(C=C2)S(=O)(=O)CC)OC N-((1R,4R)-4-(2-oxa-7-azaspiro[3.5]nonan-7-yl)cyclohexyl)-2-(3-((4-(ethylsulfonyl)-2-methoxyphenyl)amino)prop-1-yn-1-yl)-1-(2,2,2-trifluoroethyl)-1H-indol-4-amine